C(C)(C)(C)OC(NCCCCCC)=O Hexane-6-ylcarbamic acid tert-butyl ester